FC1=C(CNC(=O)[C@]2(C=3C=CC=NC3[C@H](CC2)O)F)C(=CC=C1)F (5S,8S)-N-(2,6-difluoro-benzyl)-5-fluoro-8-hydroxy-5,6,7,8-tetrahydroquinoline-5-carboxamide